1-ethoxypropyl-2-hydroxymethyl-5-(benzyloxy)-pyridin-4-one C(C)OC(CC)C1C(=NC=C(C1=O)OCC1=CC=CC=C1)CO